6-fucosyllactose C1([C@@H](O)[C@H](O)[C@H](O)[C@@H](O1)C)C([C@@H]1[C@H]([C@@H]([C@H](C(O)O1)O)O)O[C@H]1[C@H](O)[C@@H](O)[C@@H](O)[C@H](O1)CO)O